(S)-1-(4-(tert-butyl)phenyl)ethan-1-amine hydrochloride Cl.C(C)(C)(C)C1=CC=C(C=C1)[C@H](C)N